C(C)(=O)OCCC(C)C iso-pentyl acetate